COC1=C(C=C(C(=O)O)C=C1)C1=NNC(CC1)=O 4-methoxy-3-(6-oxo-4,5-dihydro-1H-pyridazin-3-yl)benzoic acid